FC=1C(=NC(=NC1)N1CCN(CC1)C)N1CC(C1)C(=O)N(C)C(C)(C)C1=CN=C2N1C=CC=C2 1-[5-fluoro-2-(4-methylpiperazin-1-yl)pyrimidin-4-yl]-N-(2-{imidazo[1,2-a]pyridin-3-yl}prop-2-yl)-N-methylazetidine-3-carboxamide